1-aminohexyl-3-methylimidazole NC(CCCCC)C1=NC=CN1C